CC=1OC2=C(C1C(=O)NC1C(CN(CC1)C(=O)OC(C)(C)C)(F)F)C=C(C=C2C)OCC=2C(=NC=CC2)C(F)(F)F tert-butyl 4-(2,7-dimethyl-5-((2-(trifluoromethyl)pyridin-3-yl)methoxy)benzofuran-3-carboxamido)-3,3-difluoro-piperidine-1-carboxylate